FC(N1N=CC(=C1)C=1C=C2C(=NC=NN2C1)N1CC2CCC(C1)N2C(=O)[C@@H]2[C@H](C2)CO)F (3-(6-(1-(difluoromethyl)-1H-pyrazol-4-yl)pyrrolo[2,1-f][1,2,4]triazin-4-yl)-3,8-diazabicyclo[3.2.1]oct-8-yl)((1S,2S)-2-(hydroxymethyl)cyclopropyl)methanone